5-(2-(3-(ethoxymethyl)-3-(2-(5-fluorothiophen-2-yl)propyl)pyrrolidin-1-yl)propan-2-yl)-2-methylpyridine C(C)OCC1(CN(CC1)C(C)(C)C=1C=CC(=NC1)C)CC(C)C=1SC(=CC1)F